2-{3-[(2R,6S)-2,6-Dimethylmorpholin-4-carbonyl]-5,6-dihydrocyclopenta[c]pyrazol-1(4H)-yl}-1-{4-[(2-methylphenyl)methyl]piperidin-1-yl}ethan-1-on C[C@@H]1CN(C[C@@H](O1)C)C(=O)C=1C2=C(N(N1)CC(=O)N1CCC(CC1)CC1=C(C=CC=C1)C)CCC2